1,1',1'',1'''-(1,2-ethanediyldinitrilo)tetrakis[2-propanol] neodecanoate C(CCCCCC(C)(C)C)(=O)OC(CN(CCN(CC(C)O)CC(C)O)CC(C)O)C